(3-hydroxy-5-(1-isobutyl-1H-pyrazol-4-yl)-4-methylpicolinoyl)glycine (Formate) C(=O)O.OC=1C(=NC=C(C1C)C=1C=NN(C1)CC(C)C)C(=O)NCC(=O)O